2-benzyl-6-(1H-indol-3-yl)imidazo[1,2-a]pyrazin-3(7H)-one C(C1=CC=CC=C1)C1=NC=2N(C=C(NC2)C2=CNC3=CC=CC=C23)C1=O